C(C)(C)(C)OC(N[C@@H](C[C@@H](C)O)C)=O.NC1=C(C=NC=C1)C1OC2=CC=C(C=C2CC1C(=O)N)OC1=CC=NC=2NC(CCC12)=O (4-amino-3-pyridinyl)-6-[(7-oxo-6,8-dihydro-5H-1,8-naphthyridin-4-yl)oxy]chroman-3-carboxamide tert-butyl-N-[(1R,3R)-3-hydroxy-1-methyl-butyl]carbamate